N-(3-(5-chloro-2-methoxyphenyl)-1-((1R,2R)-2-hydroxycyclopentyl)-1H-pyrazol-4-yl)pyrazolo[1,5-a]pyrimidine-3-carboxamide ClC=1C=CC(=C(C1)C1=NN(C=C1NC(=O)C=1C=NN2C1N=CC=C2)[C@H]2[C@@H](CCC2)O)OC